pyrazino[2,1-a]isoindole C1=NC=CN2C1=C1C=CC=CC1=C2